C(C1=CC=CC=C1)OC=1C=C2C(=C(N(C2=CC1)C1=CC(=C(C=C1)F)C)C(C)C)C1CC2(CC(C2)(C(=O)O)F)C1 6-[5-benzyloxy-1-(4-fluoro-3-methyl-phenyl)-2-isopropyl-indol-3-yl]-2-fluoro-spiro[3.3]Heptane-2-carboxylic acid